6a,7,8,10a-tetrahydro-6,6,9-trimethyl-3-pentyl-6H-dibenzo[b,d]pyran-1-ol CC1(C2C(C3=C(O1)C=C(C=C3O)CCCCC)C=C(CC2)C)C